[7,7-difluoro-4-(hydroxymethyl)-5,6-dihydrocyclopenta[b]pyridine-2-carbonyl]oxylithium FC1(CCC=2C1=NC(=CC2CO)C(=O)O[Li])F